trichlorophenylsilane Cl[Si](C1=CC=CC=C1)(Cl)Cl